COC([C@H](CCC(C)C)NCC1=CC=CC=C1)=O.NC(CC(C1(COC1)C)NC(C1=CC(=C(C=C1)C1CC1)OCC(F)(F)F)=O)=O N-[3-amino-1-(3-methyloxetan-3-yl)-3-oxopropyl]-4-cyclopropyl-3-(2,2,2-trifluoroethoxy)benzamide Methyl-(2s)-2-(benzylamino)-5-methyl-hexanoate